tert-butyl N-[3-[5-fluoro-7-(4,4,5,5-tetramethyl-1,3,2-dioxaborolan-2-yl)benzimidazol-1-yl]propyl]-N-(3-pyrimidin-2-yloxypropyl)carbamate FC1=CC2=C(N(C=N2)CCCN(C(OC(C)(C)C)=O)CCCOC2=NC=CC=N2)C(=C1)B1OC(C(O1)(C)C)(C)C